FC=1C=C(C=CC1NC1=NC=C(C(=N1)C=1C=NN(C1)C1(CC1)CO)C(F)(F)F)S(=O)(=O)N 3-fluoro-4-((4-(1-(1-(hydroxymethyl)cyclopropyl)-1H-pyrazol-4-yl)-5-(trifluoromethyl)pyrimidin-2-yl)amino)benzenesulfonamide